C(C)(C)(C)P(C1=C(C=CC=C1)C1=C(C=C(C=C1C(C)C)C(C)C)C(C)C)C(C)(C)C 2-di-tert-butylphosphino-2',4',6'-triisopropyl-1,1'-biBenzene